[5-chloro-1-propyl-6-(pyrimidin-2-yl)-1H-pyrrolo[2,3-b]pyridin-3-yl][1-(8-fluoroisoquinolin-4-yl)-5-(trifluoromethyl)-1H-pyrazol-4-yl]methanone ClC=1C=C2C(=NC1C1=NC=CC=N1)N(C=C2C(=O)C=2C=NN(C2C(F)(F)F)C2=CN=CC1=C(C=CC=C21)F)CCC